C(C)(C)(C)OC(=O)N1CCN(CC1)CCCOC=1C=C2C(=CC=NC2=CC1)C(=O)NCC(=O)O 2-(6-(3-(4-(tert-Butoxycarbonyl)piperazin-1-yl)propoxy)quinoline-4-carboxamido)acetic acid